6-(3,4-dimethylphenyl)-N-(1,1-dioxido-2,3-dihydrothiophen-3-yl)nicotinamide CC=1C=C(C=CC1C)C1=NC=C(C(=O)NC2CS(C=C2)(=O)=O)C=C1